C(C)(C)(C)N(C(O)=O)CC#CC1=C(C(=CC=C1F)NC1C(NC(CC1)=O)=O)F.CS(=O)(=O)N (E)-methyl-sulfonamide tert-Butyl-(3-(3-((2,6-dioxopiperidin-3-yl)amino)-2,6-difluorophenyl)prop-2-yn-1-yl)carbamate